NC1=CC=C(C=C1)N1CC2(C1)CN(C2)CC(=O)N2CCN(CC2)C2=NC=C(C=N2)C=2C=C1C(=NC2)NC=C1C(C1=C(C(=CC=C1F)NS(N(C)CC)(=O)=O)F)=O 5-[2-[4-[2-[2-(4-aminophenyl)-2,6-diazaspiro[3.3]heptan-6-yl]acetyl]piperazin-1-yl]pyrimidin-5-yl]-3-[3-[[ethyl(methyl)sulfamoyl]amino]-2,6-difluoro-benzoyl]-1H-pyrrolo[2,3-b]pyridine